ClC=1C=NN(C1C1=NC=2NC(C=NC2C(=N1)OCC1=CC=C(C=C1)C=1N(C=C(N1)C(F)(F)F)C)=O)C(C)C 2-(4-chloro-1-isopropyl-1H-pyrazol-5-yl)-4-((4-(1-methyl-4-(trifluoromethyl)-1H-imidazol-2-yl)benzyl)oxy)pteridin-7(8H)-one